COC=1C=C(N(N1)C)C(=O)O 5-methoxy-2-methylpyrazole-3-carboxylic acid